methyl (2E)-2-[2-[[(E)-indan-1-ylideneamino]oxymethyl]-3-methylphenyl]-2-methoxyimino-acetate C/1(\CCC2=CC=CC=C12)=N\OCC1=C(C=CC=C1C)\C(\C(=O)OC)=N/OC